NC1CC(CCC1)N(C(=O)C12CC(C1)(C2)C(=O)NC=2C=NNC2)C N1-(3-aminocyclohexyl)-N1-methyl-N3-(1H-pyrazol-4-yl)bicyclo[1.1.1]pentane-1,3-dicarboxamide